4-fluoro-5,6-dimethoxybenzo[b]Thiophene-2-carboxylic acid FC1=C(C(=CC=2SC(=CC21)C(=O)O)OC)OC